6-chloro-1-(4-cyanobenzyl)-7-(naphthalen-1-ylmethyl)-5-oxo-8-(3-(trifluoromethyl)phenyl)-1,2,3,5-tetrahydroimidazo[1,2-a]pyridine-3-carboxylic acid ClC1=C(C(=C2N(C1=O)C(CN2CC2=CC=C(C=C2)C#N)C(=O)O)C2=CC(=CC=C2)C(F)(F)F)CC2=CC=CC1=CC=CC=C21